tert-butyl 2-[[tert-butoxycarbonyl(cyclobutylmethyl)amino]methyl]-6-[[4-(6-methyl-4,8-dioxo-1,3,6,2-dioxazaborocan-2-yl)triazol-1-yl]methyl]indole-1-carboxylate C(C)(C)(C)OC(=O)N(CC1CCC1)CC=1N(C2=CC(=CC=C2C1)CN1N=NC(=C1)B1OC(CN(CC(O1)=O)C)=O)C(=O)OC(C)(C)C